C1(=CC(=CC=C1)N(C1=CC=C(C=C1)N)C=1C=C(C=CC1)C)C N4,N4-Di-m-tolylbenzene-1,4-diamine